B(O)(O)O.N1(C)C(=O)N(C)C=2N=CN(C)C2C1=O caffeine, borate salt